2-[2-[2-[2-[3-(Dibenzylamino)-2-fluoro-1,1-dimethyl-propoxy]ethylamino]ethoxy]ethyl]isoindoline-1,3-dione C(C1=CC=CC=C1)N(CC(C(OCCNCCOCCN1C(C2=CC=CC=C2C1=O)=O)(C)C)F)CC1=CC=CC=C1